CN(C)CC1=C(C=C(C=C1)NC1=NC=CC2=C(C(=CC=C12)C)[N+](=O)[O-])C(F)(F)F N-(4-((dimethylamino)methyl)-3-(trifluoromethyl)phenyl)-6-methyl-5-nitroisoquinolin-1-amine